2-(Prop-2-yn-1-yl)pent-4-yn-1-ol peroxy-pivalate C(C(C)(C)C)(=O)OOCC(CC#C)CC#C